C12C(CC(C=C1)O2)NC(OC(C)(C)C)=O rac-endo-tert-butyl 7-oxabicyclo[2.2.1]hept-5-en-2-ylcarbamate